(2s,5'r)-7-chloro-6-(1-ethylpyrazol-3-yl)-3',4-dimethoxy-5'-methyl-spiro[benzofuran-2,4'-cyclohex-2-ene]-1',3-dione ClC1=C(C=C(C=2C([C@]3(C(=CC(C[C@H]3C)=O)OC)OC21)=O)OC)C2=NN(C=C2)CC